ClC1=C(C=CC=C1)CCO 2-chlorobenzeneethanol